tert-butyl 4-[2-(5-{2-[(tert-butoxycarbonyl)amino]pyrimidin-4-yl}-4-[2-fluoro-3-(propane-1-sulfonamido)phenyl]-1,3-thiazol-2-yl)propan-2-yl]piperidine-1-carboxylate C(C)(C)(C)OC(=O)NC1=NC=CC(=N1)C1=C(N=C(S1)C(C)(C)C1CCN(CC1)C(=O)OC(C)(C)C)C1=C(C(=CC=C1)NS(=O)(=O)CCC)F